CC1=CNC2=NC=C(C=C21)C=2C=C1CCN(CC1=C(C2)[C@H]2NCCC2)C=2C=NC=CC2 (S)-6-(3-methyl-1H-pyrrolo[2,3-b]pyridin-5-yl)-2-(pyridine-3-yl)-8-(pyrrolidin-2-yl)-1,2,3,4-tetrahydroisoquinoline